(R)-8-(1-aminoethyl)-2-(2,5-dimethyloxazol-4-yl)-3,6-dimethylquinazolin-4(3H)-one N[C@H](C)C=1C=C(C=C2C(N(C(=NC12)C=1N=C(OC1C)C)C)=O)C